bis(4-mercapto methylphenyl) sulfide SCC1=CC=C(C=C1)SC1=CC=C(C=C1)CS